[NH4+].[NH4+].[NH4+].C(CC(O)(C(=O)O)CC(=O)O)(=O)O citric acid Triammonium